Cl.N[C@@H]1C[C@@H](OC1)C(=O)OC cis-Methyl 4-aminotetrahydrofuran-2-carboxylate hydrochloride